3-[2-(4,5,6,7-tetrahydro-1-benzothiophen-2-oyl)-1,2,3,4-tetrahydroisoquinolin-5-yl]-3-(1,4-dimethylbenzotriazol-5-yl)propionic acid S1C(=CC2=C1CCCC2)C(=O)N2CC1=CC=CC(=C1CC2)C(CC(=O)O)C2=C(C1=C(N(N=N1)C)C=C2)C